ethyl N-[2-cyano-2-[[4-[[7-isopropyl-5-(p-tolylsulfonyl)pyrrolo[2,3-b]pyrazine-2-yl]methyl]-3,5-dimethyl-phenyl]hydrazono]-acetyl]carbamate C(#N)C(C(=O)NC(OCC)=O)=NNC1=CC(=C(C(=C1)C)CC=1N=C2C(=NC1)N(C=C2C(C)C)S(=O)(=O)C2=CC=C(C=C2)C)C